5-((1H-indol-3-yl)methyl)pyrrolidin-2-one N1C=C(C2=CC=CC=C12)CC1CCC(N1)=O